O=C1NC(CCC1N1C(C2=CC=CC(=C2C1=O)NCCOCCOCCOCCOCCOCCO)=O)=O 2-(2,6-dioxo-3-piperidyl)-4-[2-[2-[2-[2-[2-(2-hydroxyethoxy)ethoxy]ethoxy]ethoxy]ethoxy]ethylamino]isoindoline-1,3-dione